6-fluoro-5-[[(4S)-1,3,3-trimethyl-4-piperidyl]amino]-1,3-benzothiazole-2-carbonitrile FC1=CC2=C(N=C(S2)C#N)C=C1N[C@@H]1C(CN(CC1)C)(C)C